2,3'-dihydroxyflavanone OC1(OC2=CC=CC=C2C(C1)=O)C1=CC(=CC=C1)O